2-PROPEN-1-ONE C(C=C)=O